[Na+].O1[C@@H](C1)C(=O)[O-] (2S)-oxirane-2-carboxylic acid sodium salt